3-(cyclopent-1-en-1-yl)-8-methyl-7-(3-(trifluoromethyl)-7,8-dihydro-1,6-naphthyridin-6(5H)-yl)-4H-pyrimido[1,2-b]pyridazin-4-one C1(=CCCC1)C1=CN=C2N(N=C(C(=C2)C)N2CC=3C=C(C=NC3CC2)C(F)(F)F)C1=O